[Si](C)(C)(C(C)(C)C)O[C@@H]1C[C@H](NC1)C(=O)NCC1=CC=C(C=C1)C#C (2S,4R)-4-((tert-butyldimethylsilyl)oxy)-N-(4-ethynylbenzyl)pyrrolidine-2-carboxamide